NC1=C(C=NN1)C(=O)NC1=CC(=C(C=C1)Cl)C(F)(F)F 5-amino-N-(4-chloro-3-(trifluoromethyl)phenyl)-1H-pyrazole-4-carboxamide